CN(CCCOC1=C(C=C(C=C1)C1=CC=C2N=CC=3N(C2=C1)C(=NC3C)C(C)C)C(F)(F)F)C N,N-dimethyl-3-(4-(1-isopropyl-3-methylimidazo[1,5-a]quinoxalin-8-yl)-2-(trifluoromethyl)phenoxy)propan-1-amine